N=[N-] The molecule is a nitrogen hydride. It is a conjugate base of a diazene. It is a conjugate acid of a dinitride(2-).